2-hydroxy-propenyl-4-(1-propenyl)phenol benzoate C(C1=CC=CC=C1)(=O)OC1=C(C=C(C=C1)C=CC)C=C(C)O